[Nd].C(CCCCCCCC)C1=C(C=CC=C1)C(C(CCCC)CC)P(O)(O)=O (n-nonylphenyl)((2-ethylhexyl)phosphonic acid) neodymium